C(C)(C)(C)N1CCN(CC1)C=1C=NC(=CC1)NC1=NC=C(C(=N1)C1=CN(C(C=C1)=O)C(C)C)F tert-butyl-4-(6-(4-(1-isopropyl-6-oxo-1,6-dihydropyridin-3-yl)-5-fluoropyrimidin-2-yl)aminopyridin-3-yl)piperazine